[N+](=O)([O-])C1=C(C=CC(=C1)[N+](=O)[O-])NN=C(C1=CC=C(C=C1)O)C1=CC=C(C=C1)O 4,4'-dihydroxybenzophenone-2,4-dinitrophenylhydrazone